2-Bromo-3-[(methylsulfonyl)methyl]-N-(1-methyl-1H-tetrazol-5-yl)-4-(trifluoromethyl)benzamid BrC1=C(C(=O)NC2=NN=NN2C)C=CC(=C1CS(=O)(=O)C)C(F)(F)F